tert-butyl (1R,4R)-5-((7-bromo-3-((E)-3-(dimethylamino)acryloyl)-8-fluoro-6-methyl-2-(methylthio) quinolin-4-yl)amino)-2-azabicyclo[2.1.1]hexane-2-carboxylate BrC1=C(C=C2C(=C(C(=NC2=C1F)SC)C(\C=C\N(C)C)=O)NC1[C@H]2CN([C@@H]1C2)C(=O)OC(C)(C)C)C